lithium-sodium manganese oxide [O-2].[Mn+2].[Na+].[Li+].[O-2]